BrC=1C=C(C(=C(C1)C(C)=O)O)I 1-(5-bromo-2-hydroxy-3-iodo-phenyl)ethanone